3-chloro-4-(dimethylamino)benzaldehyde ClC=1C=C(C=O)C=CC1N(C)C